(2S)-4-[2-(cyclopropoxy)ethyl-[4-(5,6,7,8-tetrahydro-1,8-naphthyridin-2-yl)butyl]amino]-2-[[(3R,5R)-3,5-dimethylmorpholine-4-carbonyl]amino]butanoic acid C1(CC1)OCCN(CC[C@@H](C(=O)O)NC(=O)N1[C@@H](COC[C@H]1C)C)CCCCC1=NC=2NCCCC2C=C1